N-(3-chloro-5-(methylsulfonyl)phenyl)-4-(5,5'-difluoro-[3,3'-bipyridin]-2-yl)-5-methylthiophene-2-carboxamide ClC=1C=C(C=C(C1)S(=O)(=O)C)NC(=O)C=1SC(=C(C1)C1=NC=C(C=C1C=1C=NC=C(C1)F)F)C